(6-(6-(3,5-difluoro-2-((tetrahydro-2H-pyran-4-yl)oxy)benzyl)-5-oxo-5,6,7,8-tetrahydro-1,6-naphthyridin-3-yl)imidazo[1,2-b]pyridazin-2-yl)-2-hydroxyacetamide FC=1C(=C(CN2C(C=3C=C(C=NC3CC2)C=2C=CC=3N(N2)C=C(N3)C(C(=O)N)O)=O)C=C(C1)F)OC1CCOCC1